N[C@H]1C[C@@H](CC1)CN(C(OCC1=CC=CC=C1)=O)C benzyl N-{[(1R,3R)-3-aminocyclopentyl]methyl}-N-methylcarbamate